4-chloro-6-(4-chlorophenyl)-2,5-diphenylpyrimidine ClC1=NC(=NC(=C1C1=CC=CC=C1)C1=CC=C(C=C1)Cl)C1=CC=CC=C1